rac-5-((5-(4-(5-(((1r,3r)-3-(3-chloro-4-cyanophenoxy)-2,2,4,4-tetramethylcyclobutyl)carbamoyl)pyridin-2-yl)piperazin-1-yl)pentyl)oxy)-N-(2,6-dioxopiperidin-3-yl)picolinamide ClC=1C=C(OC2C(C(C2(C)C)NC(=O)C=2C=CC(=NC2)N2CCN(CC2)CCCCCOC=2C=CC(=NC2)C(=O)N[C@H]2C(NC(CC2)=O)=O)(C)C)C=CC1C#N |r|